C1(=CC=CC=C1)[C@@H](NC[C@H](C)C=1C=NC(=CC1)C(F)(F)F)[C@H]1CNC2=C(N1)N=CC=C2 (2R)-N-[(R)-phenyl-[(3R)-1,2,3,4-tetrahydropyrido[2,3-b]pyrazin-3-yl]methyl]-2-[6-(trifluoromethyl)-3-pyridyl]propan-1-amine